BrC1=C2C(N(C=NC2=CC=C1NC=1C(=C(C=CC1F)NS(=O)(=O)N1C[C@@H](CC1)F)Cl)C)=O (R)-N-(3-((5-bromo-3-methyl-4-oxo-3,4-dihydroquinazolin-6-yl)amino)-2-chloro-4-fluorophenyl)-3-fluoropyrrolidine-1-sulfonamide